2-(4-aminophenyl)-2-hydroxy-N-(2,5,8,11,14,17,20,23-octaoxapentacosan-25-yl)acetamide NC1=CC=C(C=C1)C(C(=O)NCCOCCOCCOCCOCCOCCOCCOCCOC)O